BrC1=CC(=NC=C1)C1(CCC1)O 1-(4-bromo-2-pyridyl)cyclobutanol